CC=1C=C(C=CC1)N(C1=CC=2N(C=3C=C(C4=C(C3C2C2=C1C=CC=C2)C=CC=C4)N(C4=CC(=CC=C4)C4(C2=CC=CC=C2C=2C=CC=CC42)C4=CC=CC=C4)C4=CC(=CC=C4)C)C4=CC=CC=C4)C4=CC(=CC=C4)C4(C2=CC=CC=C2C=2C=CC=CC42)C4=CC=CC=C4 N,N'-bis(3-methylphenyl)-N,N'-bis[3-(9-phenyl-9H-fluoren-9-yl)phenyl]-7-phenyl-7H-dibenzo[c,G]carbazole-5,9-diamine